1,1,1,2,3-pentafluoro-propene FC(C(=CF)F)(F)F